C1(CC1)NC(C(=O)N(C)[C@H](C)C1=CNC(C2=CC(=C(C=C12)F)F)=O)=O |r| Racemic-N1-cyclopropyl-N2-(1-(6,7-difluoro-1-oxo-1,2-dihydroisoquinolin-4-yl)ethyl)-N2-methyloxalamide